2-(2,3-Bis(t-butoxycarbonyl)guanidino)-5-chloropyridine C(C)(C)(C)OC(=O)N=C(NC1=NC=C(C=C1)Cl)NC(=O)OC(C)(C)C